N(=C=O)CCCC(CCCCN=C=O)N=C=O 1,4,8-triisocyanatooctane